[Si](C)(C)(C(C)(C)C)OC[C@H](CF)O (R)-1-(tert-butyldimethylsilyloxy)-3-fluoropropan-2-ol